COC(=O)C=1C=NN2C1C(=CC=C2)CC2=CC(=CC=C2)C(F)(F)F.[CH-]2C=CC(=C2)CCCC(=O)O.[CH-]2C=CC=C2.[Fe+2] 4-ferrocenebutyric acid methyl-4-[[3-(trifluoromethyl)phenyl]methyl]pyrazolo[1,5-a]pyridine-3-carboxylate